2-[3-(2,6-diazaspiro[3.3]hept-2-yl)-1,2,4-triazin-6-yl]-5-(1H-pyrazol-4-yl)phenol C1N(CC12CNC2)C=2N=NC(=CN2)C2=C(C=C(C=C2)C=2C=NNC2)O